2-Amino-3-methylbutyric acid 7-[4-(4-benzo[b]thiophen-4-ylpiperazin-1-yl)butoxy]-2-oxo-3,4-dihydro-2H-quinolin-1-ylmethyl ester S1C2=C(C=C1)C(=CC=C2)N2CCN(CC2)CCCCOC2=CC=C1CCC(N(C1=C2)COC(C(C(C)C)N)=O)=O